6-(1-(1-(5-((R)-3-((cyclopropylmethyl)amino)piperidin-1-yl)pyridin-2-yl)ethyl)-1H-1,2,3-triazol-4-yl)-N,N-dimethylpyrazin-2-amine C1(CC1)CN[C@H]1CN(CCC1)C=1C=CC(=NC1)C(C)N1N=NC(=C1)C1=CN=CC(=N1)N(C)C